ClC=1C=CC=C2C=CC(=NC12)NC=1C=CC2=C(N(C(O2)=O)C)C1 5-((8-chloroquinolin-2-yl)amino)-3-methylbenzo[d]oxazol-2(3H)-one